1-(((1s,4s)-4-hydroxy-4-methylcyclohexyl)methyl)-3-methyl-7-(2,2,2-trifluoroethyl)-1H-purine-2,6(3h,7h)-dione OC1(CCC(CC1)CN1C(N(C=2N=CN(C2C1=O)CC(F)(F)F)C)=O)C